6-((cyclopropyl(4-fluorobenzyl)amino)methyl)-N2-(4-fluorophenyl)-1,3,5-triazine-2,4-diamine C1(CC1)N(CC1=CC=C(C=C1)F)CC1=NC(=NC(=N1)NC1=CC=C(C=C1)F)N